C(CCCCCCCCCCCCC)(=O)OC[C@@H](OC(CCCCCCCCCCCCC)=O)COP(=O)(O)O.[Na] Sodium 1,2-ditetradecanoyl-sn-glycero-3-phosphate